3-(5-(1-(cyclohexylmethyl)piperidin-4-yl)-6-fluoro-1-oxoisoindolin-2-yl)piperidine-2,6-dione C1(CCCCC1)CN1CCC(CC1)C=1C=C2CN(C(C2=CC1F)=O)C1C(NC(CC1)=O)=O